C(CCCCCCC=C)[Si](O[Si](C)(C)C)(C)CCCCCCCC=C di(8-nonenyl)tetramethyl-disiloxane